C(C)(C)(C)OC(=O)NC1C(CC(C1)C(=O)OCC)(F)F ethyl 4-((tert-butoxycarbonyl)amino)-3,3-difluorocyclopentane-1-carboxylate